[Cl-].CN1CN(C=C1)S(=O)(=O)CCC 1-methyl-3-(3-propanesulfonyl)imidazole chloride